2-bromo-1-(1H-indol-1-yl)-2-ethylpropane-1-one BrC(C(=O)N1C=CC2=CC=CC=C12)(C)CC